C12C3CCCC3C(C=C1)C2 tricyclo[5.2.1.02,6]deca-8-ene